2-(4-(benzyloxy)-3-(methoxy-d)phenyl)ethane-1,1-d-1-amine hydrochloride Cl.C(C1=CC=CC=C1)OC1=C(C=C(C=C1)CC(N)([2H])[2H])OC[2H]